C(#N)C1=CC=C(C=C1)C1OCCN2C1=CN=C2 8-(4-Cyanophenyl)-5,6-dihydro-8H-imidazo[5,1-c][1,4]oxazin